CC=1C(=CC(=NC1)C(=O)NC1=CC(=C(C=C1)C)NC1=NC=CC=C1C1=C2N=CN(C2=NC=N1)C1OCCCC1)C(F)(F)F 5-methyl-N-(4-methyl-3-((3-(9-(tetrahydro-2H-pyran-2-yl)-9H-purin-6-yl)pyridin-2-yl)amino)phenyl)-4-(trifluoromethyl)picolinamide